C(CCC)[Sn](C(=C)CCCCC)(CCCC)CCCC Tributyl-(1-hepten-2-yl)stannane